NC1=NC=CC(=N1)OC1=CC(=C(C=C1)N1C(N(CC1=O)C1=CC(=CC=C1)C(F)(F)F)=O)CC 3-{4-[(2-amino-4-pyrimidinyl)oxy]-2-ethylphenyl}-1-[3-(trifluoromethyl)phenyl]-2,4-imidazolidinedione